NC1=C(C(=O)OC)C=C(C=C1)OCC1=CC(=CC(=C1)F)F methyl 2-amino-5-(3,5-difluorobenzyloxy)benzoate